FC=1C=C(C=C(C1)F)C1=CC(=NN1)C1=CC=C(C=C1)N1CCN(CC1)C 1-{4-[5-(3,5-Difluorophenyl)-1H-pyrazol-3-yl]phenyl}-4-methylpiperazine